1-(2-((2-(dimethylcarbamoyl)-4-methylthiophen-3-yl)amino)-2-oxoethyl)-4,4-bis(hydroxymethyl)-1-(2-oxo-2-((1-phenylcyclopropyl)amino)ethyl)piperidin-1-ium formate C(=O)[O-].CN(C(=O)C=1SC=C(C1NC(C[N+]1(CCC(CC1)(CO)CO)CC(NC1(CC1)C1=CC=CC=C1)=O)=O)C)C